CC1=C(C(=CC=C1)C)C1=CC(=CC(=C1)C=O)C1=CC=CC=C1 2,6-dimethyl-[1,1':3',1''-terphenyl]-5'-carbaldehyde